2-(2-chloropyrimidin-4-yl)-N-(5-(6-ethoxypyrazin-2-yl)pyridin-2-yl)-4-methoxybutanamide ClC1=NC=CC(=N1)C(C(=O)NC1=NC=C(C=C1)C1=NC(=CN=C1)OCC)CCOC